3-bromo-6,6-dimethyl-8-(4-morpholinopiperidin-1-yl)-11-oxo-6,11-dihydro-5H-benzo[b]Carbazole-9-carbonitrile BrC1=CC=C2C=3C(C4=C(C(C3NC2=C1)(C)C)C=C(C(=C4)C#N)N4CCC(CC4)N4CCOCC4)=O